2-bromo-6-(2-methoxy-4-methylbenzoyl)benzoic acid BrC1=C(C(=O)O)C(=CC=C1)C(C1=C(C=C(C=C1)C)OC)=O